5-((7-Cyclobutoxy-4-oxo-3,4-dihydrophthalazin-1-yl)methyl)nicotinic acid C1(CCC1)OC1=CC=C2C(NN=C(C2=C1)CC=1C=NC=C(C(=O)O)C1)=O